((S)-1-cyano-2-[(3S)-2-oxopyrrolidin-3-yl]ethyl)-3-(4-methoxy-1H-indole-2-carbonyl)-3-azabicyclo[3.2.0]heptane-2-carboxamide C(#N)[C@@H](C[C@@H]1C(NCC1)=O)C12C(N(CC2CC1)C(=O)C=1NC2=CC=CC(=C2C1)OC)C(=O)N